N-hydroxy-4-{[3-(3-methyl-4-oxo-3,4-dihydroquinazolin-6-yl)-5-(4-bromophenyl)-1H-pyrazol-1-yl]methyl}benzamide ONC(C1=CC=C(C=C1)CN1N=C(C=C1C1=CC=C(C=C1)Br)C=1C=C2C(N(C=NC2=CC1)C)=O)=O